CN([C@H]1CN(CC1)C1=C(C=C(C(=C1)OC)NC1=NC=NC(=C1)N1OCC[C@@H]1C1=C(C(=CC=C1F)F)F)NC(C=C)=O)C N-(2-((R)-3-(dimethylamino)pyrrolidine-1-yl)-4-methoxy-5-((6-((R)-3-(2,3,6-trifluorophenyl)isoxazolidine-2-yl)pyrimidine-4-yl)amino)phenyl)acrylamide